5-(3-(6-(Cyclopropanecarboxamido)-1-(methylamino)-2,7-naphthyridin-4-yl)-2-methoxyphenyl)picolinic acid C1(CC1)C(=O)NC=1C=C2C(=CN=C(C2=CN1)NC)C=1C(=C(C=CC1)C=1C=CC(=NC1)C(=O)O)OC